CC1=C(C(=C(C=C1)NC(=O)N)C)C N-(trimethylphenyl)urea